(7R,14R)-11-(difluoromethoxy)-1-(3-hydroxyprop-1-yn-1-yl)-6-(methyl-d3)-6,7-dihydro-7,14-methanobenzo[f]benzo[4,5]imidazo[1,2-a][1,4]diazocin-5(14H)-one FC(OC1=CC2=C(N=C3N2[C@H]2C4=C(C(N([C@@H]3C2)C([2H])([2H])[2H])=O)C=CC=C4C#CCO)C=C1)F